(piperidin-4-yl) ethanethioate C(C)(OC1CCNCC1)=S